FC=1C=C(C=C(C1[C@@H]1N([C@@H](CC2=C1NC1=CC=CC=C21)C)CC(F)(F)F)F)C2N(CC(C2N)C)CCCF [3,5-difluoro-4-[(1s,3r)-3-methyl-2-(2,2,2-trifluoroethyl)-1,3,4,9-tetrahydropyrido[3,4-b]indol-1-yl]phenyl]-1-(3-fluoropropyl)-4-methyl-pyrrolidin-3-amine